cesium methansulfonate CS(=O)(=O)[O-].[Cs+]